CC1N(CCC1)C1=NC=CC=C1 (2-methylpyrrolidin-1-yl)pyridin